tert-butyl (S)-2-[7-chloro-2-[2-(2-methyl-4-pyridyl)acetyl]-1,2,3,4-tetrahydroisoquinolin-5-yl]pyrrolidine-1-carboxylate ClC1=CC(=C2CCN(CC2=C1)C(CC1=CC(=NC=C1)C)=O)[C@H]1N(CCC1)C(=O)OC(C)(C)C